n-decyl-methanol C(CCCCCCCCC)CO